N(C(=O)N)C=1NC=CC(N1)=O 2-ureido-4[1H]-pyrimidone